[4-[(E)-2-(3,5-diacetyloxyphenyl) ethenyl]phenyl] acetate C(C)(=O)OC1=CC=C(C=C1)\C=C\C1=CC(=CC(=C1)OC(C)=O)OC(C)=O